COC(=O)C(CCCCCCCC(=O)O)=C 9-methoxycarbonyldec-9-enoic acid